(1R,2S,3R,4R,Z)-3-(5-(3-oxabicyclo[3.2.0]heptan-6-yl)-2-methoxybenzamido)-7-(cyclopropylmethylene)-N-(4-fluoro-3-(trifluoromethyl)phenyl)bicyclo[2.2.1]heptane-2-carboxamide C12COCC2C(C1)C=1C=CC(=C(C(=O)N[C@H]2[C@H]([C@H]/3CC[C@@H]2\C3=C/C3CC3)C(=O)NC3=CC(=C(C=C3)F)C(F)(F)F)C1)OC